2-(3-Cyanobenzyloxy)-4-(2-chloro-3-o-fluorophenyl-benzyloxy)-benzaldehyde C(#N)C=1C=C(COC2=C(C=O)C=CC(=C2)OCC2=C(C(=CC=C2)C2=C(C=CC=C2)F)Cl)C=CC1